Eicosyl acrylate C(C=C)(=O)OCCCCCCCCCCCCCCCCCCCC